(2-hydroxyphenyl)(2-picolyl)amine OC1=C(C=CC=C1)NCC1=NC=CC=C1